3-[1H-benzimidazol-2-yl-(5-fluoro-2-hydroxy-phenyl)methyl]-5-fluoro-6-[3-fluoro-4-(1-methyl-4-piperidyl)phenyl]quinazolin-4-one N1C(=NC2=C1C=CC=C2)C(N2C=NC1=CC=C(C(=C1C2=O)F)C2=CC(=C(C=C2)C2CCN(CC2)C)F)C2=C(C=CC(=C2)F)O